N-tert-butyl-2-benzothiazolylsulfenamide Zinc [Zn].C(C)(C)(C)NSC=1SC2=C(N1)C=CC=C2